CC(C)CCC[C@@H](C)[C@H]1CC[C@H]2[C@@H]3CC=C4CCCC[C@]4(C)[C@H]3CC[C@]12C 5-cholesten